ClC=1C=C(OC[C@H]2CNC(O2)=O)C=CC1C=1N(C2=NC=NC(=C2N1)OC1(CC1)C)CC1=NC=CC(=C1)C |r| (racemic)-(R)-5-((3-chloro-4-(6-(1-methylcyclopropoxy)-9-((4-methylpyridin-2-yl)methyl)-9H-purin-8-yl)phenoxy)methyl)oxazolidin-2-one